((R)-2-((S)-(2,8-bis(trifluoromethyl)quinolin-4-yl)(hydroxy)methyl)piperidine-1-carbonyl)-1-methylpyridin-1-ium iodide [I-].FC(C1=NC2=C(C=CC=C2C(=C1)[C@@H]([C@@H]1N(CCCC1)C(=O)C1=[N+](C=CC=C1)C)O)C(F)(F)F)(F)F